NC1=NC=NN2C1=C(C(=N2)C2=CC=C(C=C2)NC(C=C)=O)C2=CC=C(C=C2)N(C)C2CCCC2 N-(4-(4-amino-5-(4-(cyclopentyl(methyl)amino)phenyl)pyrazolo[5,1-f][1,2,4]triazin-6-yl)phenyl)acrylamide